(2-propylthiazolo[4,5-c]quinolin-4-yl)amine C(CC)C=1SC2=C(C(=NC=3C=CC=CC23)N)N1